butyl (((2S,3S,4S)-4-(6-carbamoyl-2-fluoro-3-((2S)-2-((tetrahydro-2H-pyran-2-yl)oxy)propoxy)phenyl)-5-chloro-6-fluoro-3-methyl-2-phenyl-2,3-dihydrobenzofuran-2-yl)methyl)carbamate C(N)(=O)C1=CC=C(C(=C1C1=C(C(=CC2=C1[C@@H]([C@](O2)(C2=CC=CC=C2)CNC(OCCCC)=O)C)F)Cl)F)OC[C@H](C)OC2OCCCC2